[18F]C1=C(C=O)C=CC=C1 ortho-[18F]fluorobenzaldehyde